CC1N(CCOC1)C1=CC(NC(=C1)N1C(CN(CC1)S(=O)(=O)N1CCOCC1)C(F)(F)F)=O 4-(3-methylmorpholin-4-yl)-6-[4-morpholinosulfonyl-2-(trifluoromethyl)piperazin-1-yl]-1H-pyridin-2-one